C(C)OC(=O)C1=CC2=C(N=CN2)C(=C1)C1=CC=C(C=C1)OC(F)(F)F 7-[4-(trifluoromethoxy)phenyl]-3H-benzimidazole-5-carboxylic acid ethyl ester